Hexaphenoxycyclotriphosphazene tert-butyl-(3S,4R)-3-(dimethylamino)-4-(tetradecylcarbamoyl)pyrrolidine-1-carboxylate C(C)(C)(C)OC(=O)N1C[C@H]([C@@H](C1)C(NCCCCCCCCCCCCCC)=O)N(C)C.O(C1=CC=CC=C1)P1(=NP(=NP(=N1)(OC1=CC=CC=C1)OC1=CC=CC=C1)(OC1=CC=CC=C1)OC1=CC=CC=C1)OC1=CC=CC=C1